tert-butyl 4-(2-((1-(5-chloro-2-(methylthio)-6-(Trifluoromethyl)pyrimidin-4-yl)azetidin-3-yl)oxy)acetyl)piperazine-1-carboxylate ClC=1C(=NC(=NC1C(F)(F)F)SC)N1CC(C1)OCC(=O)N1CCN(CC1)C(=O)OC(C)(C)C